N[C@H](CO)C(=O)O (R)-Serine